4-(tert-butyl)-4-hydroxy-8-(pyridazin-4-yl)-3,4-dihydro-1H,6H-pyrano[4,3-b]thieno[3,2-d]pyran-6-one C(C)(C)(C)C1(COCC2=C1OC(C1=C2C=C(S1)C1=CN=NC=C1)=O)O